(1-(3-methyl-3-((tetrahydro-2H-pyran-2-yl)oxy)but-1-yn-1-yl)isoquinolin-6-yl)boronic acid CC(C#CC1=NC=CC2=CC(=CC=C12)B(O)O)(C)OC1OCCCC1